{[3-(2-chlorophenyl)-2-(2,4-difluorophenyl)oxiran-2-yl]methyl}-1H-1,2,4-triazol-5-yl thiocyanate ClC1=C(C=CC=C1)C1C(O1)(C1=C(C=C(C=C1)F)F)CN1N=CN=C1SC#N